S1C(=NC2=C1C=CC=C2)C2=CC=C(C=C2)N2C1=CC=C(C=C1C=1C=C(C=CC21)C=2C=NC1=CC=CC=C1C2)C=2C=NC1=CC=CC=C1C2 9-(4-benzothiazole-2-yl-phenyl)-3,6-di-quinoline-3-yl-9H-carbazole